ClC1=CC(=C(C(=O)O)C=C1S(NCC1=CC=C(C=C1)C)(=O)=O)NCC=1OC=CC1 4-Chloro-2-((furan-2-ylmethyl)amino)-5-(N-(4-methylbenzyl)sulfamoyl)Benzoic Acid